N4-Acetyl-2'-deoxycytidine C(C)(=O)NC1=NC(N([C@H]2C[C@H](O)[C@@H](CO)O2)C=C1)=O